4,4,5,5-Tetramethyl-2-(4-(4-((tetrahydro-21Z-pyran-2-yl)oxy)butyl)phenyl)-1,3,2-dioxaborolane CC1(OB(OC1(C)C)C1=CC=C(C=C1)CCCCOC1OCCCC1)C